[Br-].C(CCC)[N+]1(CC=CC=C1)C 1-Butyl-1-methylpyridinium bromide